BrC1=CC=C(C2=C1N=C(S2)OC(NC)=O)F (4-bromo-7-fluorobenzo[d]thiazol-2-yl)(methyl)carbamate